COC([C@H](CC1=C(C=CC=C1)CCNC(=O)[C@]1([C@@H](CC[C@H](C1)C)C(C)C)O)N)=O (S)-2-amino-3-(2-(2-((1S,2S,5r)-1-hydroxy-2-isopropyl-5-methylcyclohexane-1-carboxamido)ethyl)phenyl)propanoic acid methyl ester